CN(C)C/C(/C(=O)O)=C\C (E)-2-((dimethylamino)methyl)but-2-enoic Acid